benzyl (1R,3S)-1-((R)-1,1-dimethylethylsulfonamido)-3-methyl-8-azaspiro[4.5]decane-8-carboxylate CC(C)(C)S(=O)(=O)N[C@@H]1C[C@H](CC12CCN(CC2)C(=O)OCC2=CC=CC=C2)C